C(C)C1C(=O)OCCCC1 monoethyl-ε-caprolactone